N1=CN=C(C2=C1NC=C2)C=2C=NN(C2)C(CC#N)CC#N 3-[4-(7H-pyrrolo[2,3-d]pyrimidin-4-yl)-1H-pyrazol-1-yl]-pentanedinitrile